3-acetyl-N-(4-(4-(4-(((2S,4R)-2-(2,4-dichlorophenyl)-2-methyl-1,3-dioxolan-4-yl)methoxy)phenyl)piperazin-1-yl)phenyl)benzamide C(C)(=O)C=1C=C(C(=O)NC2=CC=C(C=C2)N2CCN(CC2)C2=CC=C(C=C2)OC[C@H]2O[C@@](OC2)(C)C2=C(C=C(C=C2)Cl)Cl)C=CC1